1-(5-(6-chloro-7-fluoro-5-methoxy-1-methyl-3-(1H-pyrazol-4-yl)-1H-indol-2-yl)-1H-1,2,4-triazol-3-yl)ethan-1-one ClC1=C(C=C2C(=C(N(C2=C1F)C)C1=NC(=NN1)C(C)=O)C=1C=NNC1)OC